N1=C(C=CC=C1CO)CO 2,6-pyridinedimethanol